4,4'-[2-furylmethylene]bis(2,6-dimethylphenol) O1C(=CC=C1)C(C1=CC(=C(C(=C1)C)O)C)C1=CC(=C(C(=C1)C)O)C